FC1(C(N(C2=C(O1)C=C(C(=C2)C2=C(C(=C(C(=C2F)F)F)F)F)F)CCC2=CC=CC=C2)=O)F 2,2,7-trifluoro-6-(perfluorophenyl)-4-phenethyl-2H-benzo[b][1,4]oxazin-3(4H)-one